OCCCC=1C=C2CN(C(C2=CC1)=O)C1C(NC(CC1)=O)=O 3-(5-(3-hydroxypropyl)-1-oxoisoindolin-2-yl)piperidine-2,6-dione